methyl-5-nitrovanillic acid CC1=C(C(=O)O)C=C(C(=C1OC)O)[N+](=O)[O-]